N-methyl-4-methylene-cyclohexanamine CNC1CCC(CC1)=C